6-(1-methylcyclobutyl)-N-(2-((R)-9-(pyridin-2-yl)-6-oxaspiro[4.5]dec-9-yl)ethyl)-5,6-dihydro-4H-pyrrolo[1,2-b]pyrazol-4-amine CC1(CCC1)C1CC(C=2N1N=CC2)NCC[C@]2(CCOC1(CCCC1)C2)C2=NC=CC=C2